CN1N=CC(=C1)C1=CC2=NC(=CC(=C2O1)N1CCOCC1)N1N=C(C=C1C(=O)OCC)C=1C=C(C=CC1)C ethyl 1-(2-(1-methyl-1H-pyrazol-4-yl)-7-morpholinofuro[3,2-b]pyridin-5-yl)-3-(m-tolyl)-1H-pyrazole-5-carboxylate